N-(5-fluoropyridin-2-yl)-3-(4-methylpyridin-3-yl)-5-(trifluoromethyl)benzamide FC=1C=CC(=NC1)NC(C1=CC(=CC(=C1)C(F)(F)F)C=1C=NC=CC1C)=O